C1(CC1)C=1N=NN(C1)[C@H](C(=O)N1[C@@H](C[C@H](C1)O)C(=O)NCC1=NC(=CC=C1)OC1=CC=C(C=C1)F)C(C)(C)C (2S,4r)-1-[(2S)-2-(4-cyclopropyl-triazol-1-yl)-3,3-dimethyl-butyryl]-N-[[6-(4-fluorophenoxy)-2-pyridinyl]methyl]-4-hydroxy-pyrrolidine-2-carboxamide